2-(1-Methyl-1H-pyrazole-4-yl)-1,2,3,4-tetrahydroquinoline CN1N=CC(=C1)C1NC2=CC=CC=C2CC1